BrC=1C=CC=2N(C1)N=C(C2S(=O)(=O)CC)N2CC1=NC=C(C=C1C2=O)C(F)(F)F 6-(6-bromo-3-ethylsulfonyl-pyrazolo[1,5-a]pyridin-2-yl)-3-(trifluoromethyl)-7H-pyrrolo[3,4-b]pyridin-5-one